ClC1=NC=C(C(=N1)NCCC1CCCCC1)C(=O)N 2-chloro-4-[(2-cyclohexyl-ethyl)amino]pyrimidin-5-carboxamide